(1-(2-methoxyethyl)-3-methylazepan-3-yl)methanol COCCN1CC(CCCC1)(C)CO